N[C@@H](CCC(=O)O)C(=O)NCCCCCC(=O)[O-] N-glutamyl-6-aminocaproate